2-[(3R,5R)-1,5-dimethyl-3-piperidyl]-6-[(2R,5S)-5-methyl-2-piperidyl]indazole CN1C[C@@H](C[C@H](C1)C)N1N=C2C=C(C=CC2=C1)[C@@H]1NC[C@H](CC1)C